C(C)(=O)N1CC(C2(CCN(CC2)C=2N=C(C(=NC2)SC=2C(=C(C=CC2)C2CCCC=3N2C(C(=C(N3)O)C(=O)N)=O)Cl)N)CC1)N (3-((5-(9-acetyl-7-amino-3,9-diazaspiro[5.5]undec-3-yl)-3-aminopyrazin-2-yl)thio)-2-chlorophenyl)-2-hydroxy-4-oxo-6,7,8,9-tetrahydro-4H-pyrido[1,2-a]pyrimidine-3-carboxamide